(S)-N-hydroxy-4-nicotinoyl-3-phenyl-2,3,4,5-tetrahydrobenzo[f][1,4]oxazepine-8-carboxamide ONC(=O)C1=CC2=C(CN([C@H](CO2)C2=CC=CC=C2)C(C2=CN=CC=C2)=O)C=C1